NCC1=NNC(C2=CC=C(C=C12)C1=C(N(N=C1)C)C=1SC2=C(C1C#N)C=C(C=C2)Cl)=O 2-[4-[4-(aminomethyl)-1-oxo-2H-phthalazin-6-yl]-2-methyl-pyrazol-3-yl]-5-chloro-benzothiophene-3-carbonitrile